C(CCCCCCC\C=C/C\C=C/CCCCC)OCCCCN 2-((((9Z,12Z)-octadeca-9,12-diene-1-yl)oxy)ethyl)ethan-1-amine